(3R)-3-(4-chlorophenyl)-6-(1,2-dihydroxypropan-2-yl)-2-[(4-ethynylphenyl)methyl]-4-fluoro-3-{[1-(hydroxymethyl)cyclopropyl]methoxy}-2,3-dihydro-1H-isoindol-1-one ClC1=CC=C(C=C1)[C@@]1(N(C(C2=CC(=CC(=C12)F)C(CO)(C)O)=O)CC1=CC=C(C=C1)C#C)OCC1(CC1)CO